N-(3-(4-morpholino-6-(1H-pyrrolo[2,3-c]pyridin-4-yl)thieno[3,2-d]pyrimidin-2-yl)phenyl)nicotinamide O1CCN(CC1)C=1C2=C(N=C(N1)C=1C=C(C=CC1)NC(C1=CN=CC=C1)=O)C=C(S2)C2=C1C(=CN=C2)NC=C1